C(C)[NH+]=C(N(C)C)N(C)C 2-ethyl-1,1,3,3-tetramethylguanidinium